C[C@H]1CN(C[C@H](N1)C)C1=CC=C(N=N1)NC(=O)C=1C(=CC=2N(C1)C=C(N2)C)OCC N-(6-((3S,5R)-3,5-dimethylpiperazin-1-yl)pyridazin-3-yl)-7-ethoxy-2-methylimidazo[1,2-a]pyridine-6-carboxamide